FC(S(=O)(=O)OC=1N(N=C2CN(CCC21)C(=O)C=2C=C1C=CC=NC1=CC2)C)(F)F 2-methyl-6-(quinoline-6-carbonyl)-4,5,6,7-tetrahydro-2H-pyrazolo[3,4-c]pyridin-3-yl trifluoromethanesulfonate